5-(cyanomethyl)-N-methylpyrazin-2-sulphonamide C(#N)CC=1N=CC(=NC1)S(=O)(=O)NC